O1CCN(CCC1)C1=NC=C(C=N1)C1=CC2=C(N=C3COCC(N32)C3=CC(=CC=C3)F)C=C1 7-(2-(1,4-oxazepan-4-yl)pyrimidin-5-yl)-4-(3-fluorophenyl)-3,4-dihydro-1H-benzo[4,5]imidazo[2,1-c][1,4]oxazine